ClC1=NC=2C(=CC=CC2C=2N1N=C(N2)C=2C=NN(C2)C)SCC 5-Chloro-7-(ethylsulfanyl)-2-(1-methyl-1H-pyrazol-4-yl)[1,2,4]triazolo[1,5-c]quinazoline